2-(2,6-dioxo-3-piperidyl)-4-(3-hydroxypropoxy)isoindoline-1,3-dione O=C1NC(CCC1N1C(C2=CC=CC(=C2C1=O)OCCCO)=O)=O